(R)-N-(8,9-difluoro-6-oxo-1,4,5,6-tetrahydro-2H-pyrano[3,4-c]isoquinolin-1-yl)-N-methyl-[1,2,4]triazolo[4,3-a]pyridine-6-carboxamide FC=1C(=CC=2C3=C(NC(C2C1)=O)COC[C@@H]3N(C(=O)C=3C=CC=1N(C3)C=NN1)C)F